3-(2-(4-methoxybenzyl)-1,2,3,4-tetrahydroisoquinolin-5-yl)-3-(4-methoxyphenyl)phenylpropionic acid ethyl ester C(C)OC(C(C)C=1CC(C=CC1)(C1=CC=C(C=C1)OC)C1=C2CCN(CC2=CC=C1)CC1=CC=C(C=C1)OC)=O